[Fe].[Ca].[Ba].[Al] aluminum-barium-calcium-iron